6-(4-chlorophenyl)-N-(1-(N,N-dimethylsulfamoyl)-4-methylpiperidin-4-yl)-2-(1-methyl-1H-pyrazol-4-yl)-3-oxo-2,3-dihydropyridazine-4-carboxamide ClC1=CC=C(C=C1)C=1C=C(C(N(N1)C=1C=NN(C1)C)=O)C(=O)NC1(CCN(CC1)S(N(C)C)(=O)=O)C